4-((4-methylphenyl)formyl)-5-phenyl-1,3-dioxolan-2-one CC1=CC=C(C=C1)C(=O)C1OC(OC1C1=CC=CC=C1)=O